C[C@H]1CN(C[C@H](N1)C)C1=NC(N2C3=C(C(=C(C=C13)C(F)(F)F)C1=C(C#N)C=C(C=C1)F)SC[C@H](C2)OC)=O 2-((3S)-8-((3S,5R)-3,5-dimethylpiperazin-1-yl)-3-methoxy-6-oxo-10-(trifluoromethyl)-3,4-dihydro-2H,6H-[1,4]thiazepino[2,3,4-ij]quinazolin-11-yl)-5-fluorobenzonitrile